OC(C)(C)C1=CN=C(S1)[S@@](=O)(N)=NC(NC1=C2C(=NC3=C1CCC3)C(CC2)C)=O (R)-5-(2-hydroxypropan-2-yl)-N'-((3-methyl-1,2,3,5,6,7-hexahydrodicyclopenta[b,e]pyridin-8-yl)carbamoyl)thiazole-2-sulfonimidamide